CCCCCCCCCCCCCCCCOC[C@H](COP(=O)([O-])OCC[N+](C)(C)C)OC(=O)CCCCCC/C=C\\C/C=C\\C/C=C\\CCCCC The molecule is a phosphatidylcholine O-36:3 in which the alkyl and acyl groups specified at positions 1 and 2 are hexadecyl and (8Z,11Z,14Z)-eicosatrienoyl respectively. It is a phosphatidylcholine O-36:3 and a 2-acyl-1-alkyl-sn-glycero-3-phosphocholine. It derives from an all-cis-icosa-8,11,14-trienoic acid.